CCCC(CCCCCC(CCCCCCCCCC)O)O eicosane-4,10-diol